tert-butyl 4-(6-(2-(dicyanomethylene)hydrazinyl)benzo[d]thiazol-2-yl)piperazine-1-carboxylate C(#N)C(=NNC1=CC2=C(N=C(S2)N2CCN(CC2)C(=O)OC(C)(C)C)C=C1)C#N